[Au].[Al] Aluminium gold